2-(4-cyclopropylphenyl)-N-(2-(4-methylpiperazin-1-yl)ethyl)-5-phenylOxazole-4-carboxamide C1(CC1)C1=CC=C(C=C1)C=1OC(=C(N1)C(=O)NCCN1CCN(CC1)C)C1=CC=CC=C1